FC(C(=O)O)(F)F.NCCC1=CC=C(C=C1)NC(=O)C1=C(C=C(C(=C1)OC)OC)NC(=O)C=1OC2=CC(=CC=C2C(C1)=O)C N-(2-((4-(2-aminoethyl)phenyl)carbamoyl)-4,5-dimethoxyphenyl)-7-methyl-4-oxo-4H-chromen-2-carboxamide trifluoroacetate salt